O[C@]1([C@H](CCC1)NC1=C(C(OC(=C1)C(=O)NC=1SC(=NN1)N1N=CC=C1C)=O)OC)C 4-(((1S,2R)-2-hydroxy-2-methylcyclopentyl)amino)-3-methoxy-N-(5-(5-methyl-1H-pyrazol-1-yl)-1,3,4-thiadiazol-2-yl)-2-oxo-2H-pyran-6-carboxamide